BrCCCO[Si](C)(C)C(C)(C)C (3-bromopropyloxy)(tert-butyl)dimethylsilane